(3,4-dimethoxybenzyl-carbamoyl)methyl but-2-enoate C(C=CC)(=O)OCC(NCC1=CC(=C(C=C1)OC)OC)=O